ClC=1C=C(C=CC1C(=O)N1CCN(CC1)C(=O)C1CCNCC1)NC(=O)C=1N(C(=CN1)C=1C(=NN(C1)C1=NC=CC(=N1)OC)C(F)(F)F)C N-[3-chloro-4-[4-(piperidine-4-carbonyl)piperazine-1-carbonyl]phenyl]-5-[1-(4-methoxypyrimidin-2-yl)-3-(trifluoromethyl)pyrazol-4-yl]-1-methyl-imidazole-2-carboxamide